6,6a,7,8,9,10-hexahydropyrazino[1,2-d]pyrido[3,2-b][1,4]oxazine N1=CC=CC=2OCC3N(C21)CCNC3